BrC=1C=C(C=2N(C1)C=C(N2)C2CCN(CC2)C2(CC2)C)F 6-bromo-8-fluoro-2-[1-(1-methylcyclopropyl)-4-piperidinyl]imidazo[1,2-a]pyridine